2-(amino(phenyl)methyl)aniline nonatriacontyl-palmitoleate C(CCCCCCCCCCCCCCCCCCCCCCCCCCCCCCCCCCCCCC)OC(CCCCCCC\C=C/CCCCCC)=O.NC(C1=C(N)C=CC=C1)C1=CC=CC=C1